N-((1-(2-(4-chlorophenoxy)acetyl)piperidin-3-yl)methyl)-2-((6-chloropyridin-3-yl)oxy)acetamide ClC1=CC=C(OCC(=O)N2CC(CCC2)CNC(COC=2C=NC(=CC2)Cl)=O)C=C1